4-((5-((S)-5-amino-5,7-dihydrospiro[cyclopenta[b]pyridin-6,4'-piperidin]-1'-yl)pyrazin-2-yl)thio)-8-(2-methoxyethyl)-6,6a,7,8-tetrahydro-9H-imidazo[1,5-d]pyrido[3,2-b][1,4]oxazin-9-one N[C@@H]1C=2C(=NC=CC2)CC12CCN(CC2)C=2N=CC(=NC2)SC2=CC=NC1=C2OCC2N1C(N(C2)CCOC)=O